6-chloro-N-(6-chloro-5-fluoro-2-methoxypyridin-3-yl)-1-(phenylsulfonyl)-1H-indole-3-sulfonamide ClC1=CC=C2C(=CN(C2=C1)S(=O)(=O)C1=CC=CC=C1)S(=O)(=O)NC=1C(=NC(=C(C1)F)Cl)OC